C(C)N1C(NC2=CC(=CC=C2C1=O)CN1CCN(CC1)C=1C(=CC(=NC1C)C(=O)NC)C)=O 5-(4-((3-ethyl-2,4-dioxo-1,2,3,4-tetrahydroquinazolin-7-yl)methyl)piperazin-1-yl)-N,4,6-trimethylpicolinamide